C1(=CC=CC=C1)N1C(N(N=C1)CC1CCOCC1)=O 4-phenyl-2-((tetrahydro-2H-pyran-4-yl)methyl)-2,4-dihydro-3H-1,2,4-triazol-3-one